trans-4-(Hydroxymethyl)-N-(4-(1-isopropyl-1H-pyrazol-4-yl)pyridin-2-yl)-N-((trans-4-(5-methoxy-6-methylpyridin-2-yl)cyclohexyl)methyl)cyclohexane-carboxamide OC[C@@H]1CC[C@H](CC1)C(=O)N(C[C@@H]1CC[C@H](CC1)C1=NC(=C(C=C1)OC)C)C1=NC=CC(=C1)C=1C=NN(C1)C(C)C